C(C)(=O)OCCCCCC(CCC=C)C(=C)C 6-(1-methylethenyl)-9-decen-1-ol acetate